C(C)(C)(C)N(C(O)=O)CC1=CC(=C(C(=C1)C)CNC(=O)C=1SC(=C(C1)Cl)C)C.NCC1=CC(=C(CNC(=O)C=2SC(=C(C2)Cl)C)C(=C1)C)C N-(4-(Aminomethyl)-2,6-dimethylbenzyl)-4-chloro-5-methylthiophene-2-carboxamide tert-Butyl-4-((4-chloro-5-methylthiophene-2-carboxamido)methyl)-3,5-dimethylbenzyl-carbamate